FCC1COCCN1CC1=CC=C(C=C1)OC 5-(fluoromethyl)-4-(4-methoxybenzyl)morpholine